(R)-2-Amino-4-((1-hydroxypentan-2-yl)amino)-6-(4-(pyrrolidin-1-ylmethyl)benzyl)pyrimidine NC1=NC(=CC(=N1)N[C@@H](CO)CCC)CC1=CC=C(C=C1)CN1CCCC1